C(C=C)(=O)NC=1C=C(C=CC1C)C1=C(NC2=NC=C(C=C21)C(=O)OC2CCC2)C2=CC=C(C=C2)N2CCN(CC2)C cyclobutyl 3-(3-acrylamido-4-methylphenyl)-2-(4-(4-methylpiperazin-1-yl)phenyl)-1H-pyrrolo[2,3-b]pyridine-5-carboxylate